5-Bromo-2-(3-(dimethylamino)propoxy)aniline methyl-(R)-3-phenyl-2-(((trifluoromethyl)sulfonyl)oxy)butyrate COC([C@@H](C(C)C1=CC=CC=C1)OS(=O)(=O)C(F)(F)F)=O.BrC=1C=CC(=C(N)C1)OCCCN(C)C